N1(CCCCC1)[O-] piperidin-1-olate